COC(C1=CC(=CC(=C1)SC(F)(F)F)C(F)(F)F)=O.C(CCCCCCCCCCCCCCCCC)(=O)[O-].[Ca+2].[Ge+2].C(CCCCCCCCCCCCCCCCC)(=O)[O-].C(CCCCCCCCCCCCCCCCC)(=O)[O-].C(CCCCCCCCCCCCCCCCC)(=O)[O-] germanium-calcium stearate methyl-3-(trifluoromethyl)-5-(trifluoromethyl-sulfanyl)benzoate